C(C)OC=1C=C(C=C(C1)C1=CC(=CC=C1)O)CN1CCNCC1 4-[[3-Ethoxy-5-(3-hydroxyphenyl)phenyl]methyl]piperazin